FC(CN1C=NC2=C1C=C(C=C2)C=2C(=CN1N=C(N=C(C12)OC)N[C@H]1[C@H](CN(CC1)C1COC1)F)F)F 5-(1-(2,2-difluoroethyl)-1H-benzo[d]imidazol-6-yl)-6-fluoro-N-((3S,4R)-3-fluoro-1-(oxetan-3-yl)piperidin-4-yl)-4-methoxypyrrolo[2,1-f][1,2,4]triazin-2-amine